N-(tert-butoxycarbonyl)-N-ethylglycine C(C)(C)(C)OC(=O)N(CC(=O)O)CC